FC(OC1=CC(=C(C=N1)OCC(C#N)(C)C)C1=CC=2N(C=C1)N=C(C2)NC=2C=NC(=NC2)C)F 3-[[6-(difluoromethoxy)-4-[2-[(2-methylpyrimidin-5-yl)amino]pyrazolo[1,5-a]pyridin-5-yl]-3-pyridyl]oxy]-2,2-dimethyl-propanenitrile